BrC=1C(=NC2=CC(=C(C=C2C1Cl)Cl)OC)C 3-bromo-4,6-dichloro-7-methoxy-2-methylquinoline